Ethyl 2-((R)-1-(benzyloxy)ethyl)-6-bromo-7-(2,3-dichlorophenyl)-8-fluoro-4-hydroxyquinoline-3-carboxylate C(C1=CC=CC=C1)O[C@H](C)C1=NC2=C(C(=C(C=C2C(=C1C(=O)OCC)O)Br)C1=C(C(=CC=C1)Cl)Cl)F